FC(C=1N=C2N(N=C(C(=C2C)C)N2CCC(CC2)OC2=CC=C(C=C2)F)C(C1)=O)F 2-(difluoromethyl)-7-(4-(4-fluorophenoxy)piperidin-1-yl)-8,9-dimethyl-4H-pyrimido[1,2-b]pyridazin-4-one